{1,4,7-triazecane-1,4,7-triyltris[methylene(2-hydroxy-5-methyl-3,1-phenylene)carbonylazanediylmethylene]}tris(phosphonic acid) N1(CCN(CCN(CCC1)CC=1C(=C(C=C(C1)C)C(=O)NCP(O)(O)=O)O)CC=1C(=C(C=C(C1)C)C(=O)NCP(O)(O)=O)O)CC=1C(=C(C=C(C1)C)C(=O)NCP(O)(O)=O)O